NC1=C(C(=NC=C1)C)N diaminopicoline